N12CC(NCC(NCC(NCC(NCC(NCC(NC(CC=CCC1)C2=O)=O)=O)=O)=O)=O)=O 1,4,7,10,13,16,19-heptaazabicyclo[18.5.1]hexacos-22-ene-3,6,9,12,15,18,26-heptone